ClC1=CC=C(C(=N1)C(=O)NS(=O)(=O)C)N[C@H](C)C=1C=C(C=C2C(N(C(=NC12)N1CCC2(CC1)CCC=1C2=NNC1)C)=O)C (R)-6-chloro-3-((1-(2-(4,5-dihydro-2H-spiro[cyclopenta[c]pyrazole-6,4'-piperidin]-1'-yl)-3,6-dimethyl-4-oxo-3,4-dihydroquinazolin-8-yl)ethyl)amino)-N-(methylsulfonyl)picolinamide